ClC=1C=CC(=C(C1)C1=CC(=C(N=N1)SCCO)NC1=CC(=NC=C1)NC(CN1CC2(C1)CN(C2)C)=O)F N-(4-{[6-(5-chloro-2-fluoro-phenyl)-3-[(2-hydroxyethyl)-sulfanyl]pyridazin-4-yl]-amino}pyridin-2-yl)-2-{6-methyl-2,6-diazaspiro[3.3]-heptan-2-yl}acetamide